Triallyl 3,3',3''-(2,4,6-trioxo-1,3,5-triazinane-1,3,5-triyl)tripropanoate O=C1N(C(N(C(N1CCC(=O)OCC=C)=O)CCC(=O)OCC=C)=O)CCC(=O)OCC=C